OCCCC1CCN(CC1)C(=O)C1=CC2=C(N(C(=N2)NC=2SC3=C(N2)C=CC(=C3)OC(F)(F)F)C)C=C1 [4-(3-Hydroxy-propyl)-piperidin-1-yl]-[1-methyl-2-(6-trifluoromethoxy-benzothiazol-2-ylamino)-1H-benzoimidazol-5-yl]-methanone